ClC=1C=C2C(=NC1)NC(=C2)C(=O)N[C@@H](C(=O)N2CC(C2)(C)OC)CC2=C(C=NC=C2)OC 5-chloro-N-[(1R)-2-(3-methoxy-3-methyl-azetidin-1-yl)-1-[(3-methoxy-4-pyridyl)methyl]-2-oxo-ethyl]-1H-pyrrolo[2,3-b]pyridine-2-carboxamide